3-oxa-8-azabicyclo[3.2.1]octane hydrochloride salt Cl.C12COCC(CC1)N2